ClC1=C(C(=C(C=C1OC)OC)Cl)N1C(N(C2=NC(=NC=C2C1)NC(C)C)C1CCN(CC1)C(\C=C\CN(C)C)=O)=O (E)-3-(2,6-dichloro-3,5-dimethoxyphenyl)-1-(1-(4-(dimethylamino)but-2-enoyl)piperidin-4-yl)-7-(isopropylamino)-3,4-dihydropyrimido[4,5-d]pyrimidin-2(1H)-one